CCCCCCCCC(CCCCCCCC)=O Heptadecan-9-One